CN1N=NC(=C1)C1=CC=C(C=C1)CN 1-[4-(1-methyl-1H-1,2,3-triazol-4-yl)phenyl]methanamine